BrC1=C(C=C(OCCNC(OC(C)(C)C)=O)C=C1)C tert-butyl [2-(4-bromo-3-methylphenoxy)ethyl]carbamate